N-(4-((4-([1,2,4]triazolo[4,3-c]pyrimidin-7-yloxy)-3-methylphenyl)amino)quinazolin-6-yl)methacrylamide N=1N=CN2C=NC(=CC21)OC2=C(C=C(C=C2)NC2=NC=NC1=CC=C(C=C21)NC(C(=C)C)=O)C